[Cl-].ClC(CN1CN(C=C1)C)CCC 3-(2-chloropentyl)-1-methylimidazole chloride